PNP bis(phosphino)amine